C(C)SC=1C=C(C=NC1C1=NC2=C(N=NC(=C2)C(F)(F)F)N1C)O 5-ethylsulfanyl-6-[7-methyl-3-(trifluoromethyl)imidazo[4,5-c]pyridazin-6-yl]Pyridin-3-ol